NC1=C(C(NC2=C(C=CC=C12)C1=C(C=CC(=C1)CN1CC2(CC1)CN(CC2)C)F)=O)C(=O)NCCC 4-amino-8-(2-fluoro-5-((7-methyl-2,7-diazaspiro[4.4]nonan-2-yl)methyl)phenyl)-2-oxo-N-propyl-1,2-dihydroquinoline-3-carboxamide